rac-cis-4-(2,4-dimethoxybenzyl)-6-(pyridin-3-yl)-4-azaspiro[2.4]heptane-7-carbonitrile COC1=C(CN2C3(CC3)[C@@H]([C@@H](C2)C=2C=NC=CC2)C#N)C=CC(=C1)OC |r|